CCCCCCCCCCCC(=O)OC[C@H](COP(=O)(O)OC[C@H](CO)O)OC(=O)CCCCCCC/C=C\CCCCC 1-dodecanoyl-2-(9Z-pentadecenoyl)-glycero-3-phospho-(1'-sn-glycerol)